C(C)(C)(C)OC(=O)C1=CC(=C(COCC2(CN(C2)C(=O)OC(C)(C)C)F)C=C1F)Cl tert-butyl 3-(((4-(tert-butoxycarbonyl)-2-chloro-5-fluorobenzyl) oxy) methyl)-3-fluoroazetidine-1-carboxylate